(1-(4-methoxyphenyl)-9H-pyrido[3,4-b]indol-3-yl)-4-(piperidin-1-yl)benzamide methyl-8-methyl-5,6,7,8-tetrahydrocinnoline-3-carboxylate COC(=O)C=1N=NC=2C(CCCC2C1)C.COC1=CC=C(C=C1)C1=NC(=CC2=C1NC1=CC=CC=C21)C2=C(C(=O)N)C=CC(=C2)N2CCCCC2